BrC=1C=C(C(=NC1)OCCCN1CC(CC1)OC)N 5-Bromo-2-(3-(3-methoxypyrrolidin-1-yl)propoxy)pyridin-3-amine